FC1=C(C(=O)N2C3C(CC(C2C2=CC=C(C=C2)CN2[C@H](CCC2)C(F)(F)F)C(=O)OC)CCC3)C(=CC=C1)C methyl 1-(2-fluoro-6-methyl-benzoyl)-2-[4-[[(2R)-2-(trifluoromethyl) pyrrolidin-1-yl] methyl] phenyl]-2,3,4,4a,5,6,7,7a-octahydrocyclopenta[b]pyridine-3-carboxylate